ClC=1C=C2C=C(NC2=CC1OCC1=CC(=NO1)C)CNC(=O)C1(COC1)C N-((5-chloro-6-((3-methylisoxazol-5-yl)methoxy)-1H-indol-2-yl)methyl)-3-methyloxetane-3-carboxamide